ClC1=C(C(=C2C(=N1)CC(OC2)(C)C)Cl)C 2,4-dichloro-3,7,7-trimethyl-5,8-dihydropyrano[4,3-b]pyridine